(R)-tetrahydrofuran-3-amine O1C[C@@H](CC1)N